C(C)N(CC)CCN(CCOC(OC(CCCC(=O)OCCCCCCC)CCCCCC)=O)CCOC(CC(CCCCCCC)CCCCCCC)=O Heptyl 3-ethyl-6-(2-((3-heptyldecanoyl)oxy)ethyl)-12-hexyl-10-oxo-9,11-dioxa-3,6-diazahexadecan-16-oate